C1(CC1)C1=CC2=C(N(C(N=C2N2[C@H](CN(CC2)C(=O)OC(C)(C)C)C)=O)C=2C(=NC=CC2C)C(C)C)N=C1C1=C(C(=CC=C1)C)OC (S)-tert-butyl 4-(6-cyclopropyl-1-(2-isopropyl-4-methylpyridin-3-yl)-7-(2-methoxy-3-methylphenyl)-2-oxo-1,2-dihydropyrido[2,3-d]pyrimidin-4-yl)-3-methylpiperazine-1-carboxylate